COC(C1=CC(=C(C=C1)[C@@H]1COCCCN1C1=NC(=NC(=C1)C)N)Cl)=O |r| (+-)-4-(4-(2-amino-6-methylpyrimidin-4-yl)-1,4-oxazepan-3-yl)-3-chlorobenzoic acid methyl ester